BrC1=C(C=C(OC2CC3(C2)CCNCC3)C=C1)C 2-(4-bromo-3-methylphenoxy)-7-azaspiro[3.5]nonane